1-(5-fluoro-2-(2-methoxy-4-morpholino-5-nitrophenylamino)pyrimidin-4-yl)-3-methyl-1H-pyrazole-4-carbaldehyde FC=1C(=NC(=NC1)NC1=C(C=C(C(=C1)[N+](=O)[O-])N1CCOCC1)OC)N1N=C(C(=C1)C=O)C